CC1=NOC(=C1C=1C=C2C(=NC(=NC2=CC1)N1CCN(CC1)C(=O)NCC)N1[C@H](COCC1)C1=CC=CC=C1)C (S)-4-(6-(3,5-dimethylisoxazol-4-yl)-4-(3-phenylmorpholino)quinazolin-2-yl)-N-ethylpiperazine-1-carboxamide